Tetramethyl-propane-1,3-diamine CC(CC(N)(C)C)(N)C